C(C)C=1C(=CC=C2C=C(C=C(C12)C1=C(C=2N=C(N=C(C2C(=N1)NC)N1C[C@@](CCC1)(O)C)S(=O)(=O)C)F)OCOC)F (R)-1-(7-(8-ethyl-7-fluoro-3-(methoxymethoxy)naphthalen-1-yl)-8-fluoro-5-(methylamino)-2-(methylsulfonyl)pyrido[4,3-d]pyrimidin-4-yl)-3-methylpiperidin-3-ol